CC=1C=C(C=CC1)[P] m-methyl-phenyl-phosphorus